C(C)(C)(C)OC(=O)N1[C@@H]([C@H](CCC1)O[Si](C)(C)C(C)(C)C)CCCN1C=NC2=C1C=CC=C2C2=CC(=CC=C2)F (2R,3S)-3-((tert-butyldimethylsilyl)oxy)-2-(3-(4-(3-fluorophenyl)-1H-benzo[d]imidazol-1-yl)propyl)piperidine-1-carboxylic acid tert-butyl ester